17,17-diethoxy-(5Z)-1,5-heptadecdien-3-yne C(C)OC(CCCCCCCCCC\C=C/C#CC=C)OCC